(S)-10-((dimethylamino)methyl)-4-ethyl-4-hydroxy-3,14-dioxo-3,4,12,14-tetrahydro-1H-pyrano[3',4':6,7]indolizino[1,2-b]quinolin-9-yl(4-aminobenzyl) (methyl)carbamate CNC(OC(C1=CC=C(C=C1)N)C1=C(C=2C=C3C(=NC2C=C1)C1=CC2=C(C(N1C3)=O)COC([C@]2(O)CC)=O)CN(C)C)=O